CC1=CC=C(C=C1)C=1N=C(SC1)C=1C(=NC=CC1)C(=O)N (4-(4-methylphenyl)-2-thiazolyl)-2-pyridinecarboxamide